4-(3-((R)-3-aminopiperidine-1-carbonyl)-1-(2-fluoro-4-((R)-3-methoxypyrrolidin-1-yl)phenyl)-1H-pyrazol-5-yl)-2-fluorobenzonitrile N[C@H]1CN(CCC1)C(=O)C1=NN(C(=C1)C1=CC(=C(C#N)C=C1)F)C1=C(C=C(C=C1)N1C[C@@H](CC1)OC)F